BrC1=CN(C2=NC(=CC(=C21)C2=C(C(=CC=C2C)O)C)C(=O)N)C 3-bromo-4-(3-hydroxy-2,6-dimethylphenyl)-1-methyl-pyrrolo[2,3-b]pyridine-6-carboxamide